2-Phenyl-1,8-naphthyridin-4(1H)-one C1(=CC=CC=C1)C=1NC2=NC=CC=C2C(C1)=O